NCCOCCC(=O)N1CCN(CC1)C(=O)C1=C(C=C(C=C1)NC(=O)C=1N(C(=CN1)C1=C(C(=C(C=C1)OC)F)F)C)Cl N-[4-[4-[3-(2-aminoethoxy)propionyl]piperazine-1-carbonyl]-3-chloro-phenyl]-5-(2,3-difluoro-4-methoxy-phenyl)-1-methyl-imidazole-2-carboxamide